NC=1C=C(C(=NC1OC)OC)O 5-Amino-2,6-Dimethoxy-3-Hydroxypyridine